N[C@H]1[C@@H](C2=CC=CC=C2C1)NC(=O)C1=CN(CCS1)C1=C2C(=NC=C1)NC=C2 N-((1R,2R)-2-amino-2,3-dihydro-1H-inden-1-yl)-4-(1H-pyrrolo[2,3-b]pyridin-4-yl)-3,4-dihydro-2H-1,4-thiazine-6-carboxamide